C(C)N1C(NC2=CC(=C(C=C2C1=O)C)CN1CCN(CC1)C=1C=CC(=NC1Cl)C(=O)NC)=O 5-(4-((3-ethyl-6-methyl-2,4-dioxo-1,2,3,4-tetrahydroquinazolin-7-yl)methyl)piperazin-1-yl)-6-chloro-N-methylpyridinecarboxamide